1-(2-(1,3-dioxolan-2-yl)-6-fluorophenyl)-2-fluoroethan-1-one O1C(OCC1)C1=C(C(=CC=C1)F)C(CF)=O